N1C(C=CC=C1)=O 2-pyridinone